N-[(1R,6S)-2,2-difluoro-6-(piperidin-4-yloxy)cyclohexyl]-2-[2-(3,5-difluorophenyl)-3-methoxypyridin-4-yl]acetamide FC1([C@@H]([C@H](CCC1)OC1CCNCC1)NC(CC1=C(C(=NC=C1)C1=CC(=CC(=C1)F)F)OC)=O)F